C1=COC(=C1)CN Furanmethanamine